BrC1=NOC(C1)C1=NC=C(C=C1C1=C(C=CC=C1F)F)C 2-(3-bromo-4,5-dihydro-1,2-oxazol-5-yl)-3-(2,6-difluorophenyl)-5-methylpyridine